BrC1=CC=C(C=C1)N1C(CCCCCC1)C=1C(N(C(C1)=O)C1=CC=CC=C1)=O 3-(1-(4-Bromophenyl)azocan-2-yl)-1-phenyl-1H-pyrrole-2,5-dione